1',1'''-(Oxybis(ethane-2,1-diyl))bis(1-methyl-[4,4'-bipyridine]-1,1'-diium) chloride [Cl-].O(CC[N+]1=CC=C(C=C1)C1=CC=[N+](C=C1)C)CC[N+]1=CC=C(C=C1)C1=CC=[N+](C=C1)C.[Cl-].[Cl-].[Cl-]